N1N=CC(=C1)C1=CC=C(C=C1)NC1=NC(=NC=C1)C1=CC=C2C=C(N(C2=C1)C)C(=O)N1CC(CC1)C(F)(F)F (6-(4-((4-(1H-pyrazol-4-yl)phenyl)amino)pyrimidin-2-yl)-1-methyl-1H-indol-2-yl)(3-(trifluoromethyl)pyrrolidin-1-yl)methanone